(tert-Butoxycarbonyl)-D-serine methyl ester COC([C@H](NC(=O)OC(C)(C)C)CO)=O